2-(methoxymethyl)-N'-trityl-2,3-dihydropyrazolo[5,1-b]oxazole-7-sulfonimidamide COCC1CN2C(O1)=C(C=N2)S(=O)(N)=NC(C2=CC=CC=C2)(C2=CC=CC=C2)C2=CC=CC=C2